C(C)(=O)NC1=NC=CC(=C1)C1=C(N=C(N1COCC[Si](C)(C)C)SC)C1=CC(=CS1)NC(OC(C)(C)C)=O tert-Butyl (5-(5-(2-acetamidopyridin-4-yl)-2-(methylthio)-1-((2-(trimethylsilyl)ethoxy)methyl)-1H-imidazol-4-yl)thiophen-3-yl)carbamate